C(C)OC(CC=1N(C(C=CC1)=O)C)=O (1-methyl-6-oxo-1,6-dihydropyridin-2-yl)acetic acid ethyl ester